tert-butyl-(S)-4-(4-((2-((2-methylpyrrolidin-1-yl)methyl)-1H-benzo[d]imidazol-5-yl)carbamoyl)phenethyl)piperidine C(C)(C)(C)N1CCC(CC1)CCC1=CC=C(C=C1)C(NC1=CC2=C(NC(=N2)CN2[C@H](CCC2)C)C=C1)=O